Cl.COC(=O)C=1SC=C(C1NC(C(C)NCCC)=O)C 4-methyl-3-[[1-oxo-2-(propylamino)-propyl]amino]-2-thiophenecarboxylic acid methyl ester hydrochloride